CC=1SC2=C(N1)CC[C@@]1([C@H]3CC[C@]4([C@H]([C@@H]3CC[C@H]12)CCC4=O)C)C (5aR,5bS,7aS,10aS,10bR,12aR)-2,5a,7a-trimethyl-4,5,5a,5b,6,7,7a,9,10,10a,10b,11,12,12a-tetradecahydro-8H-cyclopenta[7,8]phenanthro[2,1-d]thiazol-8-one